ClC=1C=CC(=C(C1)C1=CC(N(C=C1OC)[C@H](C(=O)NC=1C=CC(=NC1)C(=O)NC)CCC)=O)N1N=NC(=C1)Cl 5-{[(2S)-2-{4-[5-chloro-2-(4-chloro-1H-1,2,3-triazol-1-yl)phenyl]-5-methoxy-2-oxopyridin-1(2H)-yl}pentanoyl]amino}-N-methylpyridine-2-carboxamide